CC1=CC=C(C=C1)S(=O)(=O)NN=CC1=C(C=CC(=C1)OC)C1=C(C=CC=C1)C#N 5-methoxy-2-(2-cyanophenyl)benzaldehyde p-toluenesulfonylhydrazone